ClC=1C=C(C(=O)NC(C)(C#C)C)C=C(C1)Cl 3,5-dichloro-N-(2-methylbut-3-yn-2-yl)benzamide